5-(3-(5-bromobenzo[d]oxazole-2-carboxamido)phenyl)-2,5-dimethyl-1,1-dioxo-1,2,4-thiadiazin BrC=1C=CC2=C(N=C(O2)C(=O)NC=2C=C(C=CC2)C2(N=CN(S(C2)(=O)=O)C)C)C1